9,9-bis(methoxymethyl)-4-tert-butylfluorene COCC1(C2=CC=CC=C2C=2C(=CC=CC12)C(C)(C)C)COC